CC=1C(N(N=CC1N1CC(C1)OC1=CC=C(C=C1)C(F)(F)F)COCC[Si](C)(C)C)=O 4-Methyl-5-{3-[4-(trifluoromethyl)phenoxy]azetidin-1-yl}-2-{[2-(trimethylsilyl)ethoxy]methyl}pyridazin-3-one